C1(CCCCC1)NCCCCCCCCCN N-cyclohexylnonane-1,9-diamine